CC=1C=CC2=C(N(C(=N2)C2=CC=NC=C2)CCCC2=CC=CC=C2)C1 6-Methyl-1-(3-phenylpropyl)-2-(pyridin-4-yl)-1H-benzo[d]imidazole